[Na+].C(CC(=O)[O-])(=O)OCCC.[Na+].C(CC)OC(CC(=O)[O-])=O sodium n-propyl malonate, sodium salt